FC(OC=1C=C(C=CC1)C1=CC(=NC=C1)C(=O)NC=1C=C(C=C(C1)N1C=NC(=C1)C)CC1CC(CCC1)NC(OC(C)(C)C)=O)F tert-butyl N-{3-[(3-{4-[3-(difluoromethoxy)phenyl]pyridine-2-amido}-5-(4-methyl-1H-imidazol-1-yl)phenyl)methyl]cyclohexyl}carbamate